CC1=CC=C(C=C1)S(=O)(=O)O.CC1=CC=C(C=C1)S(=O)(=O)O.C(C(C)C)[C@H]1[C@@H](C[C@H]2N(CCC3=CC(=C(C=C23)OC)OC)C1)OC([C@H](C(C)C)N)=O (S)-2-amino-3-methyl-butyric acid (2R,3R,11bR)-3-isobutyl-9,10-dimethoxy-1,3,4,6,7,11b-hexahydro-2H-pyrido[2,1-a]isoquinolin-2-yl ester di(4-methylbenzenesulfonate)